C(C)(C)(C)C=1C=C(OC2CCC3(CN(C3)C(=O)C3CC(C3)(C)O)CC2)C=CC1 (7-(3-(tert-Butyl)phenoxy)-2-azaspiro[3.5]nonan-2-yl)((1s,3s)-3-hydroxy-3-methylcyclobutyl)methanone